N-(1-amino-3-hydroxy-2-methyl-1-oxopropan-2-yl)-2-methyl-5-((6-methylpyridin-3-yl)methoxy)benzofuran-3-carboxamide NC(C(CO)(C)NC(=O)C1=C(OC2=C1C=C(C=C2)OCC=2C=NC(=CC2)C)C)=O